FC1C=NC2=NC=NC(=C12)N 7-fluoro-7-deazaadenine